1-(1'-(azetidin-3-yl)-3'-fluoro-[1,4'-bipiperidin]-4-yl)-3-(4-phenoxyphenyl)-1H-pyrazolo[3,4-d]pyrimidin-4-amine trifluoroacetate FC(C(=O)O)(F)F.N1CC(C1)N1CC(C(CC1)N1CCC(CC1)N1N=C(C=2C1=NC=NC2N)C2=CC=C(C=C2)OC2=CC=CC=C2)F